1-{[2-(azetidin-1-yl)ethyl](1-methyl-1H-pyrazol-4-yl)sulfamoyl}-3-(1,2,3,5,6,7-hexahydro-s-indacen-4-yl)urea Sodium Salt [Na].N1(CCC1)CCN(S(=O)(=O)NC(=O)NC1=C2CCCC2=CC=2CCCC12)C=1C=NN(C1)C